(2S,3S,4S,5R)-4-[[3-(3,4-difluoro-2-isopropoxy-phenyl)-4,5-dimethyl-5-(trifluoromethyl)tetrahydrofuran-2-carbonyl]amino]pyridine-2-carboxamide FC=1C(=C(C=CC1F)[C@H]1[C@H](O[C@]([C@H]1C)(C(F)(F)F)C)C(=O)NC1=CC(=NC=C1)C(=O)N)OC(C)C